2-bromo-1-(pyrimidin-2-yl)ethanone hydrobromide Br.BrCC(=O)C1=NC=CC=N1